COC(C1=CC(=C(C=C1)S)I)=O.NC1=C(C=C(C=C1)C1=CC(=C(C=C1)NC(COCCOCCN=[N+]=[N-])=O)C)C N-(4'-amino-3,3'-dimethyl-[1,1'-biphenyl]-4-yl)-2-(2-(2-azidoethoxy)ethoxy)acetamide methyl-3-iodo-4-mercaptobenzoate